BrC1=NN(C(=N1)C1(C(N(CC1)C)=O)O)COCC[Si](C)(C)C 3-(3-bromo-1-((2-(trimethylsilyl)ethoxy)methyl)-1H-1,2,4-triazol-5-yl)-3-hydroxy-1-methylpyrrolidin-2-one